BrC=1C=CC(=NC1)CNC1=C(C=NC2=NC(=CC=C12)OC)C(=O)OCC ethyl 4-(((5-bromopyridin-2-yl) methyl) amino)-7-methoxy-1,8-naphthyridine-3-carboxylate